O1CCC(=CC1)C=1C2=C(N=C(N1)N1N=C(C=C1)C=1C=C(C=CC1)C)C=C(S2)CN2CCN(CC2)S(=O)(=O)C 4-(3,6-dihydro-2H-pyran-4-yl)-6-((4-(methylsulfonyl)piperazin-1-yl)methyl)-2-(3-(m-tolyl)-1H-pyrazol-1-yl)thieno[3,2-d]pyrimidine